Rel-(1's,3S,16'R,19's)-6-fluoro-8',18'-dioxa-11'-azaspiro[morpholine-3,15'-tetracyclo[17.2.2.02,7.011,16]tricosane] FC1OC[C@@]2(CCCN3CCOC4CCCCC4C4CCC(OC[C@@H]23)CC4)NC1 |o1:4,24|